4-aminobutan-1,2-diol NCCC(CO)O